(S)-2-(hydroxymethyl)-4-(m-tolyl)-2,5-dihydro-1H-pyrrole-1-carboxylic acid tert-butyl ester C(C)(C)(C)OC(=O)N1[C@@H](C=C(C1)C=1C=C(C=CC1)C)CO